6-(3-ethyl-2,5-dioxopyrrolidin-3-yl)nicotinic acid C(C)C1(C(NC(C1)=O)=O)C1=NC=C(C(=O)O)C=C1